FC=1C=C2C=3C(=CN(C2=C(C1N1CC(NCC1)C)F)CC)C1=CC=C(C=C1N3)F 2,4,9-trifluoro-3-(3-methyl-piperazin-1-yl)-5-ethyl-5H-indolo[3,2-c]quinoline